5-(6-Isopropyl-2-(1-(2-(methylsulfonyl)ethyl)piperidin-4-yl)-4H-pyrrolo[3,2-d]thiazol-5-yl)-1,3,4-trimethylpyridin-2(1H)-one C(C)(C)C1=C(NC2=C1N=C(S2)C2CCN(CC2)CCS(=O)(=O)C)C=2C(=C(C(N(C2)C)=O)C)C